1-[(2S)-4-[7-(7,8-difluoro-3-hydroxynaphthalen-1-yl)-8-fluoro-2-[(2-fluoro-hexahydro-1H-pyrrolizin-7a-yl)methoxy]pyrido[4,3-d]pyrimidin-4-yl]-2-methylpiperidin-1-yl]prop-2-en-1-one FC1=CC=C2C=C(C=C(C2=C1F)C1=C(C=2N=C(N=C(C2C=N1)C1C[C@@H](N(CC1)C(C=C)=O)C)OCC12CCCN2CC(C1)F)F)O